butyl-ethyl-propyl-silane C(CCC)[SiH](CCC)CC